FC=1C=C(CON=C2CCCC=3N=C(SC32)N3CCN(CC3)C(CN3N=C(C=C3C)C(F)(F)F)=O)C=CC1 2-{4-[2-(5-methyl-3-trifluoromethyl-pyrazol-1-yl)-acetyl]-piperazin-1-yl}-5,6-dihydro-4H-benzothiazol-7-one-O-(3-fluoro-benzyl) oxime